C(C)OC(=O)C=1C=C(C=2N(N1)C=CC2)C=O 4-formyl-pyrrolo[1,2-b]pyridazine-2-carboxylic acid ethyl ester